1,1,3-trimethyl-2,3-dihydro-1H-inden CC1(CC(C2=CC=CC=C12)C)C